4-(2-naphthyl)butyl acrylate C(C=C)(=O)OCCCCC1=CC2=CC=CC=C2C=C1